ClC=1C=CC(=C(C1)C1=CC(=CN=N1)NC1=CC=NC2=CC(=CC=C12)OCCN1CCN(CC1)C(C)=O)F 1-(4-{2-[(4-{[6-(5-chloro-2-fluorophenyl)pyridazin-4-yl]-amino}quinolin-7-yl)oxy]-ethyl}piperazin-1-yl)ethan-1-one